(hydroxymethyl)-4-oxa-1-azabicyclo[4.2.0]octan-2-one OCC1C(N2CCC2CO1)=O